N-(trifluoromethylphenyl)-5-methylisoxazole-4-carboxamide CC1=C(C=NO1)C(=O)NC2=CC=CC=C2C(F)(F)F